(R)-3-(1-amino-5-carbamoyl-4-(4-((4-ethylpyridin-2-yl)carbamoyl)phenyl)-1H-imidazol-2-yl)piperidine-1-carboxylic acid tert-butyl ester C(C)(C)(C)OC(=O)N1C[C@@H](CCC1)C=1N(C(=C(N1)C1=CC=C(C=C1)C(NC1=NC=CC(=C1)CC)=O)C(N)=O)N